FC(C=1N=C(NC1)CNC(=O)[C@@H]1CC[C@H](CO1)NC(OC(C)(C)C)=O)(F)F tert-butyl ((3R,6S)-6-(((4-(trifluoromethyl)-1H-imidazol-2-yl)methyl)carbamoyl)tetrahydro-2H-pyran-3-yl)carbamate